C1OC=2C=C(C=CC2O1)CC(C(=O)O)O (+)-3-(3,4-methylenedioxyphenyl)-2-hydroxy-propionic acid